(4-bromophenyl)stannane BrC1=CC=C(C=C1)[SnH3]